C(CCC)C1=CC=C(C(=O)NC2=CC=C(C=C2)C(\C=C\C2=CC=C(C=C2)N(C)CCO)=O)C=C1 4-Butyl-N-[4-[(E)-3-[4-[2-hydroxyethyl(methyl)amino]phenyl]prop-2-enoyl]phenyl]benzamide